C1(CC1)CN1C=NC=C1S(=O)(=O)NC=1C=CC(=C2C=CC=NC12)N1CCOCC1 3-(cyclopropylmethyl)-N-(5-morpholino-8-quinolinyl)imidazole-4-sulfonamide